6-oxo-1H-purin O=C1C=2NC=NC2N=CN1